O=C1N(CC2=C(C=CC=C12)OCC1=CC=C(C=C1)CN1CC=2N(CC1)C(=NN2)C(F)(F)F)C2C(NC(CC2)=O)=O 3-(1-OXO-4-((4-((3-(TRIFLUOROMETHYL)-5,6-DIHYDRO-[1,2,4]TRIAZOLO[4,3-A]PYRAZIN-7(8H)-YL)METHYL)BENZYL)OXY)ISOINDOLIN-2-YL)PIPERIDINE-2,6-DIONE